3-(2-chloro-5-fluorophenyl)-4-(3-fluoro-5-(trifluoromethyl)benzamido)-2-(4-methoxybenzyl)-1-oxo-2,3-dihydro-1H-imidazo[1,2-a]pyrrolo[3,4-e]pyridine-7-carboxylic acid ClC1=C(C=C(C=C1)F)C1N(C(C2=C1C(=CC=1N2C=C(N1)C(=O)O)NC(C1=CC(=CC(=C1)C(F)(F)F)F)=O)=O)CC1=CC=C(C=C1)OC